2-methacrylamidoethyl 4-((4-amino-2-(2-methoxyethyl)-1H-imidazo[4,5-c]quinolin-1-yl)methyl)benzylcarbamate NC1=NC=2C=CC=CC2C2=C1N=C(N2CC2=CC=C(CNC(OCCNC(C(=C)C)=O)=O)C=C2)CCOC